[B].C(C)[SiH2]C=1NC(=C(N1)C)C ethyldimethyl-silylimidazole boron